COC1=C(C=NC=C1)C1=CC2=C(C(=N1)C)C=NN2C2=CC(=CC(=N2)C=2C=NC=CC2)N2[C@@H]([C@H](C2)CS(=O)(=O)C)C 6-(4-methoxypyridin-3-yl)-4-methyl-1-(4-((2R,3S)-2-methyl-3-((methylsulfonyl)methyl)azetidin-1-yl)-[2,3'-bipyridin]-6-yl)-1H-pyrazolo[4,3-c]pyridine